COC1=C(CC2C(CCC2)=O)C=CC=C1 2-(2-methoxybenzyl)-1-cyclopentanone